(S,E)-tert-butyl 5-(2-cyano-4-(2-(1-ethyl-3-(trifluoromethyl)-1H-pyrazol-4-yl)phenyl)-4,5-dihydrothieno[2,3-c]pyridin-6(7H)-yl)-5-oxopent-3-enyl(methyl)carbamate C(#N)C1=CC2=C(CN(C[C@H]2C2=C(C=CC=C2)C=2C(=NN(C2)CC)C(F)(F)F)C(/C=C/CCN(C(OC(C)(C)C)=O)C)=O)S1